C(C)(=O)C1=C(C(=C(S1)NC1=C(C=C(C=C1)I)F)C(=O)NC[C@@H](CCO)O)C (R)-5-acetyl-N-(2,4-dihydroxybutyl)-2-((2-fluoro-4-iodophenyl)amino)-4-methylthiophene-3-carboxamide